CN(CCNC)C N,N,N'-trimethylethane-1,2-diamine